2-(4'-chlorophenyl)nitrobenzene ClC1=CC=C(C=C1)C1=C(C=CC=C1)[N+](=O)[O-]